(2-(5-fluoropyridin-2-yl)acetyl)-L-valyl-D-glutamic acid FC=1C=CC(=NC1)CC(=O)N[C@@H](C(C)C)C(=O)N[C@H](CCC(=O)O)C(=O)O